N[C@H]1CN(CC1)C(=O)C=1NC2=CC(=C(C=C2C1)Cl)Cl (R)-(3-Aminopyrrolidin-1-yl)(5,6-dichloro-1H-indol-2-yl)methanone